(S)-N-(2-(2-cyanopyrrolidin-1-yl)-2-oxoethyl)-6-(3-(piperazine-1-yl)propoxy)quinoline-4-carboxamide C(#N)[C@H]1N(CCC1)C(CNC(=O)C1=CC=NC2=CC=C(C=C12)OCCCN1CCNCC1)=O